3-(3-(4-fluoro-2-methoxyphenyl)-4-thiazolinonyl)-N-(4-phenylbutyl)benzamide FC1=CC(=C(C=C1)N1C(SC=C1C=1C=C(C(=O)NCCCCC2=CC=CC=C2)C=CC1)=O)OC